5-(4-(3-(2,4-dioxotetrahydropyrimidin-1(2H)-yl)-1-methyl-1H-indazol-6-yl)piperazin-1-yl)pentanoic acid O=C1N(CCC(N1)=O)C1=NN(C2=CC(=CC=C12)N1CCN(CC1)CCCCC(=O)O)C